4-METHYLPYRIDINE-2-CARBOXYLIC ACID CC1=CC(=NC=C1)C(=O)O